C(C)OC(=O)C=1N=C2N(N1)[C@@H](CC2)C2=CC=CC=C2.BrC2=CC=C(C=C2)SC(F)(F)F 1-bromo-4-(trifluoromethylthio)benzene (S)-ethyl-5-phenyl-6,7-dihydro-5H-pyrrolo[1,2-b][1,2,4]triazole-2-carboxylate